chlorovaleric anhydride ClC(C(=O)OC(C(CCC)Cl)=O)CCC